C1(=CCCC1)C1=C(C=C(C(=C1)OC)OC)OC (cyclopent-1-enyl)-2,4,5-trimethoxybenzene